N-methyl-bis(3-trimethoxysilylpropyl)amine CN(CCC[Si](OC)(OC)OC)CCC[Si](OC)(OC)OC